4-(1H-imidazol-1-yl)butan-2-yl 2-(3,5-dichlorophenyl)benzo[d]oxazole-6-carboxylate ClC=1C=C(C=C(C1)Cl)C=1OC2=C(N1)C=CC(=C2)C(=O)OC(C)CCN2C=NC=C2